3-((5-bromo-3-isopropoxypyridin-2-yl)oxy)-N,N-dimethylpropane-1-amine BrC=1C=C(C(=NC1)OCCCN(C)C)OC(C)C